2'-chloro-5'-methoxy-6-methyl-N-(5-(((3R,5R)-5-methyltetrahydrofuran-3-yl)oxy)-1,3,4-thiadiazol-2-yl)-(4,4'-bipyridine)-3-carboxamide ClC1=NC=C(C(=C1)C1=C(C=NC(=C1)C)C(=O)NC=1SC(=NN1)O[C@H]1CO[C@@H](C1)C)OC